2-((4-(2-((4-chloro-2-fluorobenzofuran-7-yl)methoxy)-5-fluoropyrimidin-4-yl)cyclohex-3-en-1-yl)methyl)-1-(((S)-oxetan-2-yl)methyl)-1H-benzo[d]imidazole-6-carboxylic acid ClC1=CC=C(C2=C1C=C(O2)F)COC2=NC=C(C(=N2)C2=CCC(CC2)CC2=NC1=C(N2C[C@H]2OCC2)C=C(C=C1)C(=O)O)F